2,3,4,5-tetrafluoro-N-(3-fluoro-4-methoxyphenyl)-6-(oxetan-3-ylmethoxy)-N-(prop-2-yn-1-yl)benzenesulfonamide FC1=C(C(=C(C(=C1F)F)F)OCC1COC1)S(=O)(=O)N(CC#C)C1=CC(=C(C=C1)OC)F